benzyl 4-[[4-[[4-[2-(2,6-dioxo-3-piperidyl)-1,3-dioxo-isoindolin-5-yl]piperazin-1-yl]methyl]phenyl]methyl]piperazine-1-carboxylate O=C1NC(CCC1N1C(C2=CC=C(C=C2C1=O)N1CCN(CC1)CC1=CC=C(C=C1)CN1CCN(CC1)C(=O)OCC1=CC=CC=C1)=O)=O